ClCCC(CN1N=NC2=C1C=CC(=C2C)C(CC(=O)OCC)C2=CC(=C(C=C2)C)CN2S(OC1=C(C2)C=C(C=C1)O)(=O)=O)C1=CC=C(C=C1)C(F)(F)F ethyl 3-(1-{4-chloro-2-[4-(trifluoromethyl)phenyl]butyl}-4-methyl-1H-benzotriazol-5-yl)-3-{3-[(6-hydroxy-2,2-dioxo-2H-1,2λ6,3-benzoxathiazin-3(4H)-yl)methyl]-4-methylphenyl}propanoate